C(C)N(C(=O)N1C(=C(C2=CC=CC(=C12)B(O)O)F)[Si](C)(C)C)CC [1-(diethylcarbamoyl)-3-fluoro-2-(trimethylsilyl)-1H-indol-7-yl]boronic acid